C(CCC)NC1=C(C(OC2=CC=CC=C12)=O)C=O 4-(BUTYLAMINO)-2-OXO-2H-CHROMENE-3-CARBALDEHYDE